4-[5-(3-Chloro-phenyl)-2H-[1,2,4]triazol-3-yl]-1-phenethyl-piperidine ClC=1C=C(C=CC1)C=1N=C(NN1)C1CCN(CC1)CCC1=CC=CC=C1